ClCCN(C(=O)NC1CCCCC1)[N+](=O)[O-] N-(2-chloroethyl)-N'-cyclohexyl-N-nitrourea